ClC=1C=C(C=C(C1OCCCl)C#N)C(C)(C)C1=CC=C(OCC2=NC(=NC=C2)N2CCC3(CCN(CC3)C3CCN(CC3)C(=O)OC(C)(C)C)CC2)C=C1 tert-butyl 4-(9-(4-((4-(2-(3-chloro-4-(2-chloroethoxy)-5-cyanophenyl)propan-2-yl)phenoxy)methyl)pyrimidin-2-yl)-3,9-diazaspiro[5.5]undecan-3-yl)piperidine-1-carboxylate